FC(C(C(F)(F)F)(O)C1=CC=C(C=C1)NC(=O)C1N(CC2=CC(=CC=C12)S(=O)(=O)CC1(CC1)O)C(CO)=O)(F)F N-(4-(1,1,1,3,3,3-hexafluoro-2-hydroxypropan-2-yl)phenyl)-2-(2-hydroxyacetyl)-5-(((1-hydroxycyclopropyl)methyl)sulfonyl)isoindoline-1-carboxamide